divinyl succinate C(CCC(=O)OC=C)(=O)OC=C